tert-butyl 3-[4-[2-(2-amino-3-pyridyl)-5-phenyl-imidazo[4,5-b]pyridin-3-yl]phenyl]piperidine-1-carboxylate NC1=NC=CC=C1C1=NC=2C(=NC(=CC2)C2=CC=CC=C2)N1C1=CC=C(C=C1)C1CN(CCC1)C(=O)OC(C)(C)C